ClC1=CC(=C(C=C1)C1=NC(=CC2=C1N=C(N(C2=O)C)C)N2C[C@@H](OC1(CC1)C2)C=2C=NN(C2)C)F (S)-8-(4-chloro-2-fluorophenyl)-2,3-dimethyl-6-(5-(1-methyl-1H-pyrazol-4-yl)-4-oxa-7-azaspiro[2.5]oct-7-yl)pyrido[3,4-d]pyrimidin-4(3H)-one